COCC1=NC2=CC(=CC(=C2N=C1)C=1SC2=C(N1)C(=CC(=C2)OCCNS(=O)(=O)C2=CC=CC=C2)C)C N-(2-((2-(2-(methoxymethyl)-7-methylquinoxalin-5-yl)-4-methylbenzo[d]thiazol-6-yl)oxy)ethyl)benzenesulfonamide